O=[S@@]1CCC=2N=C(N=C(C21)NC2=CC=C(C=C2)CC(=O)OCC)C=2C=NC(=CC2)N2CCCCC2 (R)-ethyl 2-(4-((5-oxido-2-(6-(piperidin-1-yl)pyridin-3-yl)-6,7-dihydrothieno[3,2-d]pyrimidin-4-yl)amino)phenyl)acetate